(S)-N-Boc-2,3-dihydro-1H-pyrrole-2-carboxylic acid methyl ester COC(=O)[C@H]1N(C=CC1)C(=O)OC(C)(C)C